O1CCC(=CC1)C1CN(C1)[C@@H]1[C@H](CCCC1)OC=1C=C2CN(C(C2=CC1)=O)C1C(NC(CC1)=O)=O 3-(5-(((1S,2S)-2-(3-(3,6-dihydro-2H-pyran-4-yl)azetidin-1-yl)cyclohexyl)oxy)-1-oxoisoindolin-2-yl)piperidine-2,6-dione